tert-Butyl 2-(4-(hydroxymethyl)-1-(2-(trifluoromethyl)phenyl)-1H-pyrazol-5-yl)-7-azaspiro[3.5]non-1-ene-7-carboxylate OCC=1C=NN(C1C1=CC2(C1)CCN(CC2)C(=O)OC(C)(C)C)C2=C(C=CC=C2)C(F)(F)F